C1(CCC1)N(C)CC1=CC(=C(C=C1)[S@](=O)(N)=NC(NC1=C2C(=CC=3CCCC13)CC2)=O)F |o1:13| (S) or (R)-4-((cyclobutyl(methyl)amino)methyl)-2-fluoro-N'-((2,4,5,6-tetrahydro-1H-cyclobuta[f]inden-3-yl)carbamoyl)benzenesulfonimidamide